(2S)-2-METHYL-3-BUTENE-1-SULFONAMIDE C[C@H](CS(=O)(=O)N)C=C